4-amino-N-methyl-N-((1aS,6R,6aR)-3-(trifluoromethyl)-1,1a,6,6a-tetrahydrocyclopropa[a]inden-6-yl)imidazo[1,5-a]pyrido[3,4-e]pyrazine-8-carboxamide NC=1C=2N(C3=C(N1)C=NC(=C3)C(=O)N([C@@H]3[C@H]1[C@@H](C=4C=C(C=CC34)C(F)(F)F)C1)C)C=NC2